3-fluoro-5-formyl-4-hydroxy-N-(6-(pyrrolidin-1-yl)-5-(trifluoromethyl)pyridin-3-yl)benzamide FC=1C=C(C(=O)NC=2C=NC(=C(C2)C(F)(F)F)N2CCCC2)C=C(C1O)C=O